COC1=C(C=C(C=N1)NC(=O)C1CCC(CC1)N1C(NC2=NC=CC=C21)=O)C N-(6-methoxy-5-methylpyridin-3-yl)-4-{2-oxo-1H,2H,3H-imidazo[4,5-b]pyridin-1-yl}cyclohexane-1-carboxamide